3-amino-N-(4-((5-(1,6-dimethyl-1H-pyrazolo[3,4-b]pyridin-4-yl)-3-methyl-4,5,6,7-tetrahydro-1H-pyrazolo[4,3-c]pyridin-1-yl)methyl)bicyclo[2.2.2]octan-1-yl)propanamide NCCC(=O)NC12CCC(CC1)(CC2)CN2N=C(C=1CN(CCC12)C1=C2C(=NC(=C1)C)N(N=C2)C)C